N-(6-(2,6-difluoro-3-(2,4,5-trichlorophenylsulfonamido)phenyl)quinazolin-2-yl)pivalamide FC1=C(C(=CC=C1NS(=O)(=O)C1=C(C=C(C(=C1)Cl)Cl)Cl)F)C=1C=C2C=NC(=NC2=CC1)NC(C(C)(C)C)=O